tert-butyl 2-[7-[4-fluoro-2-(2-methoxyethoxy)phenyl]-4-hydroxy-thieno[3,2-c]pyridin-6-yl]-6,7-dihydro-4H-pyrazolo[1,5-a]pyrazine-5-carboxylate FC1=CC(=C(C=C1)C=1C2=C(C(=NC1C1=NN3C(CN(CC3)C(=O)OC(C)(C)C)=C1)O)C=CS2)OCCOC